NC1=NC2=C(C3=CN=CC=C13)C=C(C=C2)C(=O)O 5-Aminobenzo[c][2,6]naphthyridine-9-carboxylic acid